(3-chloropyridin-2-yl)(3-(4-(2-ethylphenoxy)-2-(hydroxymethyl)phenyl)pyrrolidin-1-yl)methanone ClC=1C(=NC=CC1)C(=O)N1CC(CC1)C1=C(C=C(C=C1)OC1=C(C=CC=C1)CC)CO